C(C1=CC=CC=C1)OC=1C=CC2=C(O[C@@H](CO2)CN(C(=O)C=2OC=CN2)C2CCN(CC2)CC2=CC=CC=C2)C1 Oxazole-2-carboxylic acid ((R)-7-benzyloxy-2,3-dihydro-benzo[1,4]dioxin-2-ylmethyl)-(1-benzyl-piperidin-4-yl)-amide